C(C)O[C@@H]1C[C@H](CC1)NC1=NC=C(C(=N1)N[C@@H]1[C@H](CCC1)O)C(=O)N 2-((1S,3S)-3-ethoxycyclopentylamino)-4-((1S,2S)-2-hydroxycyclopentylamino)pyrimidine-5-carboxamide